2-(benzo[d]oxazol-2-yl)-2-methylpropanoic acid O1C(=NC2=C1C=CC=C2)C(C(=O)O)(C)C